C1(=CC=CC2=CC=CC=C12)CCN1C(=NC(C1)C(=O)OC)CC1=CC(=CC=C1)C(F)(F)F methyl 1-(2-(naphthalen-1-yl)ethyl)-2-(3-(trifluoromethyl)benzyl)-4,5-dihydro-1H-imidazole-4-carboxylate